[Si](C1=CC=CC=C1)(C1=CC=CC=C1)(C(C)(C)C)OC1=C(C=O)C(=CC=C1)OC 2-[tert-butyl(diphenyl)silyl]oxy-6-methoxy-benzaldehyde